ClC=1C=C2C(=NC(=NC2=C(C1C1=CC(=CC2=CC=CC=C12)O)Cl)N1CC(C1)N(C)C)N1C[C@H]2CC[C@@H](C1)N2C(=O)OC(C)(C)C tert-butyl (1R,5S)-3-((S or R)-6,8-Dichloro-2-(3-(dimethylamino)azetidine-1-yl)-7-(3-hydroxynaphthalen-1-yl)quinazolin-4-yl)-3,8-diazabicyclo[3.2.1]octane-8-carboxylate